1-(5-(5-(7-azaspiro[3.5]nonan-2-yl)-1,3,4-thiadiazol-2-yl)-4-(methylamino)pyridin-2-yl)-1H-pyrrolo[2,3-b]pyridin-5-carbonitrile C1C(CC12CCNCC2)C2=NN=C(S2)C=2C(=CC(=NC2)N2C=CC=1C2=NC=C(C1)C#N)NC